5-(benzo[b]thiophene-3-carboxamido)-6-(o-tolylamino)nicotinic acid S1C2=C(C(=C1)C(=O)NC=1C(=NC=C(C(=O)O)C1)NC1=C(C=CC=C1)C)C=CC=C2